phenyl(3-(5-(trifluoromethyl)-1,2,4-oxadiazol-3-yl)-6,7-dihydrothieno[3,2-c]pyridin-5(4H)-yl)methanone C1(=CC=CC=C1)C(=O)N1CC2=C(CC1)SC=C2C2=NOC(=N2)C(F)(F)F